NC1=NC(=CC(=N1)C=1N=NN(C1)CC1=CC=CC(=N1)[C@H](C)N1C[C@@H](CCC1)C(=O)O)C1=CC(=CC=C1)C#N (R)-1-[(S)-1-[6-({4-[2-amino-6-(m-cyanophenyl)-4-pyrimidinyl]-1H-1,2,3-triazol-1-yl}methyl)-2-pyridinyl]ethyl]-3-piperidinecarboxylic acid